ClCC(=O)N1CCC(CC1)C=1N=C2N(C=C(C(=C2F)C(C)(C)O)NC(=O)C2=NC(=CC=C2)C2C(C2)(F)F)C1 N-(2-(1-(2-chloroacetyl)piperidin-4-yl)-8-fluoro-7-(2-hydroxypropan-2-yl)imidazo(1,2-a)pyridin-6-yl)-6-(2,2-difluorocyclopropyl)pyridineamide